C(C)NC(CN1C(C=CC(=C1)B1OC(C(O1)(C)C)(C)C)=O)=O N-Ethyl-2-(2-oxo-5-(4,4,5,5-tetramethyl-1,3,2-dioxaborolan-2-yl)pyridin-1(2H)-yl)acetamide